(S)-5-(4-(cyclobutylmethyl)-2-methylpiperazin-1-yl)-2-(4-isopropyl-5-(8-methoxy-[1,2,4]triazolo[1,5-a]pyridin-6-yl)-1H-pyrazol-3-yl)thiazole C1(CCC1)CN1C[C@@H](N(CC1)C1=CN=C(S1)C1=NNC(=C1C(C)C)C=1C=C(C=2N(C1)N=CN2)OC)C